CC1=C(C(=NC=C1)N)CC 4-methyl-ethyl-aminopyridine